2-(((6-aminopyridin-3-yl)methyl)thio)-4-ethyl-6-(4-methyl-1,4-diazepan-1-yl)pyridine-3,5-dicarbonitrile NC1=CC=C(C=N1)CSC1=NC(=C(C(=C1C#N)CC)C#N)N1CCN(CCC1)C